The molecule is a polyunsaturated fatty acyl-CoA(4-) obtained by deprotonation of the phosphate and diphosphate OH groups of (7Z,10Z,13Z,16Z,19Z)-docosapentaenoyl-CoA. It is a polyunsaturated fatty acyl-CoA(4-), a 3-substituted propionyl-CoA(4-) and a (7Z,10Z,13Z,16Z,19Z)-docosapentaenoyl derivative. It is a conjugate base of a (7Z,10Z,13Z,16Z,19Z)-docosapentaenoyl-CoA. CC/C=C\\C/C=C\\C/C=C\\C/C=C\\C/C=C\\CCCCCC(=O)SCCNC(=O)CCNC(=O)[C@@H](C(C)(C)COP(=O)([O-])OP(=O)([O-])OC[C@@H]1[C@H]([C@H]([C@@H](O1)N2C=NC3=C(N=CN=C32)N)O)OP(=O)([O-])[O-])O